ClC=1C=C(C=CC1)[C@H]1COC2=C(CN1C(=O)C1(CCOCC1)C)C=CC(=C2)C(=O)NO (S)-3-(3-chlorophenyl)-N-hydroxy-4-(4-methyltetrahydro-2H-pyran-4-carbonyl)-2,3,4,5-tetrahydrobenzo[f][1,4]oxazepine-8-carboxamide